ClC1=C(C=CC(=C1)Cl)C1=CC=CN2C1=NS(CC2)(=O)=O 9-(2,4-dichlorophenyl)-3,4-dihydropyrido[2,1-c][1,2,4]thiadiazine 2,2-dioxide